3-(((S)-7-((R)-2-(2,4-Difluoro-phenyl)piperazine-1-carbonyl)-10-hydroxy-7-azaspiro[4.5]decan-10-yl)methyl)-6-phenylpyrimidin-4(3H)-one FC1=C(C=CC(=C1)F)[C@H]1N(CCNC1)C(=O)N1CC2(CCCC2)[C@](CC1)(O)CN1C=NC(=CC1=O)C1=CC=CC=C1